3-(6-bromopyrazin-2-yl)-5-cyclopropyl-6-methoxy-pyrazolo[1,5-a]pyrimidine BrC1=CN=CC(=N1)C=1C=NN2C1N=C(C(=C2)OC)C2CC2